BrCC1=COC2=C1C=CC=C2 3-(bromomethyl)-1-benzofuran